4-chloro-2-(2-hydroxy-2-methylpropyl)-5-methyl-6-(4-(1H-pyrazol-1-yl)benzyl)isoindolin-1-one ClC1=C2CN(C(C2=CC(=C1C)CC1=CC=C(C=C1)N1N=CC=C1)=O)CC(C)(C)O